ClC=1C=C(C=CC1N1CCN(CC1)S(=O)(=O)C)C1=NC=NC2=CC=C(C=C12)C1=CC(=NC=C1)N 4-(4-(3-chloro-4-(4-(methylsulfonyl)piperazin-1-yl)phenyl)quinazolin-6-yl)pyridin-2-amine